C(C)(C)(C)N1N=CC(=C1)C(=O)NCC1=NC(=NO1)C=1N(C2=CC=CC(=C2C1)N[C@H]1[C@H](CN(CC1)C(C)C)F)CC(F)(F)F 1-tert-butyl-N-{[3-(4-{[(3S,4R)-3-fluoro-1-(propan-2-yl)piperidin-4-yl]amino}-1-(2,2,2-trifluoroethyl)-1H-indol-2-yl)-1,2,4-oxadiazol-5-yl]methyl}-1H-pyrazole-4-carboxamide